C1(CC1)C1=NNC2=CC=C(C=C12)C1=CN=C2N1N=C(C=C2)N2CC(OC(C2)(C)C)(C)C 4-(3-(3-cyclopropyl-1H-indazol-5-yl)imidazo[1,2-b]pyridazin-6-yl)-2,2,6,6-tetramethylmorpholine